C(C1=CC=CC=C1)OC1C(CC(C1)O[Si](C(C)C)(C(C)C)C(C)C)O cis-2-(benzyloxy)-4-((triisopropylsilyl)oxy)cyclopentan-1-ol